BrC1=CC=C2C=CC3=C(N(C(N3)=O)C)C2=C1 8-bromo-1-methyl-1,3-dihydro-2H-naphtho[1,2-d]imidazol-2-one